cyclopentyl-[6-{[2-(4-isopropylphenyl)imidazo[1,2-a]pyrimidin-3-yl]methyl}-2,6-diazabicyclo[3.2.2]non-2-yl]methanone C1(CCCC1)C(=O)N1C2CN(C(CC1)CC2)CC2=C(N=C1N2C=CC=N1)C1=CC=C(C=C1)C(C)C